C(=O)O.ClC1=NC(=NC(=C1)N1C[C@](CCC1)(C)O)OC[C@@H]1CCC(N1)=O (5S)-5-[({4-Chloro-6-[(3R)-3-hydroxy-3-methylpiperidin-1-yl]pyrimidin-2-yl}oxy)methyl]pyrrolidin-2-one formate